C(C)(C)(C)OC(=O)N1C[C@H](CC1)OC1=CC=C(C=C1C1=CC=C(C=C1)F)C(=O)N1CCN(CC1)C(=O)C=1C=C(C=C(C1)F)N1CCN(CC1)C(=O)OC(C)(C)C tert-butyl (S)-4-(3-(4-(6-((1-(tert-butoxycarbonyl)pyrrolidin-3-yl)oxy)-4'-fluoro-[1,1'-biphenyl]-3-carbonyl)piperazine-1-carbonyl)-5-fluorophenyl)piperazine-1-carboxylate